P(=O)(OCC)([O-])[O-] monoethyl phosphate